5-(3-(3-hydroxy-2,6-dimethylphenyl)-4-oxo-4,7-dihydro-3H-pyrrolo[2,3-d]pyrimidin-6-yl)-3-methoxypicolinonitrile OC=1C(=C(C(=CC1)C)N1C=NC2=C(C1=O)C=C(N2)C=2C=C(C(=NC2)C#N)OC)C